5-(2-Chloro-5-(trifluoromethoxy)phenyl)-1,3,4-oxadiazole-2-carboxylic acid ethyl ester C(C)OC(=O)C=1OC(=NN1)C1=C(C=CC(=C1)OC(F)(F)F)Cl